(S)-((9-(2-Aminoacetamido)-4-ethyl-8-fluoro-4-hydroxy-3,14-dioxo-3,4,12,14-tetrahydro-1H-pyrano[3',4':6,7]indolizino[1,2-b]quinolin-11-yl)methyl)carbamic acid tert-butyl ester C(C)(C)(C)OC(NCC1=C2C(=NC=3C=C(C(=CC13)NC(CN)=O)F)C1=CC3=C(C(N1C2)=O)COC([C@]3(O)CC)=O)=O